C(C)(C)(C)[N+]1(CN(C2=C1C=CC=C2)C(C)(C)C)C(=O)[O-] 1,3-ditertButyl-1H-benzimidazoliumcarboxylate